ClCCN1CCC(CC1)C1=NOC2=C1C=CC(=C2)F 3-[1-(2-chloroethyl)piperidin-4-yl]-6-fluoro-1,2-benzisoxazole